(±)-(1S,2S,3R)-N-(8-amino-6-(4-methylpyridin-3-yl)isoquinolin-3-yl)-2-(cyanomethyl)-3-methylcyclopropanecarboxamide NC=1C=C(C=C2C=C(N=CC12)NC(=O)[C@@H]1[C@H]([C@H]1C)CC#N)C=1C=NC=CC1C |r|